(((2S,4R)-4-fluoro-1-methylpyrrol-2-yl)methoxy)-7-(5,6,7,8-tetrahydronaphthalen-1-yl)-4a,8a-dihydroquinoline-3-acetonitrile FC=1C=C(N(C1)C)COC1=NC2C=C(C=CC2C=C1CC#N)C1=CC=CC=2CCCCC12